C(C)N(C1=CC=C(C=C1)Cl)CC 4-(diethylamino)chlorobenzene